6-methoxy-N-methyl-5-nitropyridine-2-carboxamide COC1=C(C=CC(=N1)C(=O)NC)[N+](=O)[O-]